2-(2-(3-(S)-(3(E)-(2-(7-chloro-2-quinolinyl)-vinyl)phenyl)-3-hydroxypropyl)phenyl)-2-propanol ClC1=CC=C2C=CC(=NC2=C1)/C=C/C=1C=C(C=CC1)[C@H](CCC1=C(C=CC=C1)C(C)(C)O)O